OC\C(=C/CC1=CC=CC(=C1C(=O)OC)Br)\C1=CC=CC=C1 (Z)-methyl 6-(4-hydroxy-3-phenyl-2-buten-1-yl)-2-bromobenzoate